BrC1=CC(=C(O[C@H](C(=O)O)CC)C=C1)F (S)-2-(4-bromo-2-fluorophenoxy)butyric acid